Cl.C(C)(C)(C)NCC(=O)Cl 2-[(tert-butyl)amino]acetyl chloride hydrochloride